O1C(OCC1)C1=CC=C(C=C1)N(C1=CC=2C3(C4=CC(=CC=C4C2C=C1)N(C1=CC=C(C=C1)OC)C1=CC=C(C=C1)C1OCCO1)C1=CC(=CC=C1C=1C=CC(=CC13)N(C1=CC=C(C=C1)OC)C1=CC=C(C=C1)C1OCCO1)N(C1=CC=C(C=C1)OC)C1=CC=C(C=C1)C1OCCO1)C1=CC=C(C=C1)OC N2,N2',N7,N7'-tetrakis[4-(1,3-dioxolan-2-yl)phenyl]-N2,N2',N7,N7'-tetrakis(4-methoxyphenyl)-9,9'-spirobi(fluorene)-2,2',7,7'-tetraamine